8-chloro-4,6-dimethylnonyldecyloxymethyl ether ClC(CC(CC(CCCC(OCCCCCCCCCC)OC(CCCC(CC(CC(C)Cl)C)C)OCCCCCCCCCC)C)C)C